1-(2-(2-fluoroethoxy)thiazolo[5,4-b]pyridin-5-yl)ethan-1-ol FCCOC=1SC2=NC(=CC=C2N1)C(C)O